2-(trifluoromethyl)tetrahydro-4H-pyran-4-one FC(C1OCCC(C1)=O)(F)F